1-methyl-3-(3-Dimethylaminopropyl)-Carbodiimide hydrochloride Cl.CN=C=NCCCN(C)C